(S)-2-((((9H-fluoren-9-yl)methoxy)carbonyl)(methyl)amino)-5,5-difluoropentanoic acid C1=CC=CC=2C3=CC=CC=C3C(C12)COC(=O)N([C@H](C(=O)O)CCC(F)F)C